FC(C1(CC1)CNC1=CC=C(C=N1)C1CN(C1)C(=O)N1CC2(C1)CC(C2)C=2C=NC(=CC2)C(F)(F)F)(F)F [3-[6-[[1-(trifluoromethyl)cyclopropyl]methylamino]-3-pyridyl]azetidin-1-yl]-[6-[6-(trifluoromethyl)-3-pyridyl]-2-azaspiro[3.3]heptan-2-yl]methanone